C(C)N(CCC[SiH3])C [3-(ethylmethylamino)propyl]silane